BrC1=C(C=C(C=C1)N1CCN(CC1)C(=O)OC(C)(C)C)OC tert-butyl 4-(4-bromo-3-methoxy-phenyl)piperazine-1-carboxylate